[(1R)-2-[(2S)-2-[[(1S)-1-[[4-(hydroxymethyl) phenyl]carbamoyl]-2-methyl-propyl]carbamoyl]pyrrolidin-1-yl]-1-methyl-2-oxo-ethyl]carbamate OCC1=CC=C(C=C1)NC(=O)[C@H](C(C)C)NC(=O)[C@H]1N(CCC1)C([C@@H](C)NC([O-])=O)=O